1-{5-[7-methyl-3-(3-methylisoquinolin-5-yl)-1H-indazol-1-yl]pyridin-2-yl}piperidine-4-carboxylic acid CC=1C=CC=C2C(=NN(C12)C=1C=CC(=NC1)N1CCC(CC1)C(=O)O)C1=C2C=C(N=CC2=CC=C1)C